The molecule is an N-sulfonylurea that is N-[o-(2-chloroethoxy)phenyl]sulfonylurea in which one of the hydrogens attached to the non-sulfonylated nitrogen has been replaced by a 4-methoxy-6-methyl-1,3,5-triazin-2-yl group. A herbicide used to control broad-leaved weeds in cereals, its use within the EU has been banned after September 2017 on the grounds of potential groundwater contamination and risks to aquatic life. It has a role as a herbicide and an agrochemical. It is an aromatic ether, a N-sulfonylurea, a member of 1,3,5-triazines and an organochlorine compound. CC1=NC(=NC(=N1)OC)NC(=O)NS(=O)(=O)C2=CC=CC=C2OCCCl